ethyl (2R,3R)-3-(tert-butoxycarbonylamino)-2-[(3-nitro-2-pyridyl)oxy]-3-phenyl-propanoate C(C)(C)(C)OC(=O)N[C@@H]([C@H](C(=O)OCC)OC1=NC=CC=C1[N+](=O)[O-])C1=CC=CC=C1